azocin-2(1H)-one N1C(C=CC=CC=C1)=O